FC(C(=CC(F)(F)F)I)(F)F 1,1,1,4,4,4-hexafluoro-2-iodobut-2-ene